6-methoxybenzo[d]thiazole-2-amine COC1=CC2=C(N=C(S2)N)C=C1